1-(5-Difluoromethoxy-3-fluoropyridin-2-yl)-7-methoxy-3-methyl-8-(1-methyl-1H-pyrazol-4-yl)-1,3-dihydroimidazo-[4,5-c]quinolin-2-one FC(OC=1C=C(C(=NC1)N1C(N(C=2C=NC=3C=C(C(=CC3C21)C=2C=NN(C2)C)OC)C)=O)F)F